P(O)(=O)(OP(=O)(O)OP(=O)(O)O)OC[C@@H]1[C@H]([C@H]([C@@H](O1)N1C(=O)NC(=O)C=C1O)O)O 6-hydroxy-uridine triphosphate